FC(C(=O)O)(F)F.N1CC2(CC1)C(NC=1C2=C2C(=NC1)NC=C2)=O 3,6-dihydro-7H-spiro[dipyrrolo[2,3-b:3',2'-d]pyridine-8,3'-pyrrolidin]-7-one trifluoroacetate salt